CC1(N(C[C@H](C1)CCC=O)C(=O)OC(C)(C)C)C tert-Butyl (4S)-2,2-dimethyl-4-(3-oxopropyl)pyrrolidine-1-carboxylate